N-{[5-chloro-6-(5-methoxy-2-pyrazinyl)-2-indolyl]methyl}-1-piperazinecarboxamide ClC=1C=C2C=C(NC2=CC1C1=NC=C(N=C1)OC)CNC(=O)N1CCNCC1